BrC1=NC=C(C(=C1)N1C(C(=C(C=C1C)OCC1=NC=C(C=C1F)Cl)Cl)=O)C 2'-bromo-3-chloro-4-[(5-chloro-3-fluoropyridin-2-yl)methoxy]-5',6-dimethyl-[1,4'-bipyridine]-2-one